(3S)-3-aminobutyric acid methyl ester hydrochloride Cl.COC(C[C@H](C)N)=O